3-(Cyclopropanecarboxamido)-5-((2-methoxy-3-(1-methyl-1H-1,2,4-triazol-3-yl)phenyl)amino)-N-(methyl-d3)-1,2,4-triazine-6-carboxamide C1(CC1)C(=O)NC=1N=NC(=C(N1)NC1=C(C(=CC=C1)C1=NN(C=N1)C)OC)C(=O)NC([2H])([2H])[2H]